C1(=CC=C(C=C1)SC1=CC2=C(C=CB2)C=C1)C 6-(4-tolylthio)benzoborole